tert-butyl N-[(R)-[(3R)-7-(1-methylpyrazol-4-yl)-2-oxo-1H-pyrido[2,3-b][1,4]oxazin-3-yl]-phenyl-methyl]carbamate 2-[[5-(1-methylpyrazol-4-yl)-3-nitro-2-pyridyl]oxy]-3-phenyl-propanoate CN1N=CC(=C1)C=1C=C(C(=NC1)OC(C(=O)O)CC1=CC=CC=C1)[N+](=O)[O-].CN1N=CC(=C1)C1=CC2=C(O[C@@H](C(N2)=O)[C@H](NC(OC(C)(C)C)=O)C2=CC=CC=C2)N=C1